(R)-4-((1-(3-(1,1-Difluoro-2-hydroxy-2-methylpropyl)-2-fluorophenyl)ethyl)amino)-2,6,8-trimethylpyrido[2,3-g]quinazolin-7(6H)-one FC(C(C)(C)O)(F)C=1C(=C(C=CC1)[C@@H](C)NC1=NC(=NC2=CC3=C(C=C12)N(C(C(=C3)C)=O)C)C)F